BrC=1N=C(N(C1)C=1C=C2CCNC(C2=CC1)=O)C 6-(4-bromo-2-methyl-1H-imidazol-1-yl)-3,4-dihydroisoquinolin-1(2H)-one